C(C)(C)(C)C1=CC=C(C=C1)C=1C=C2C(=NC1)NN=C2C(=O)C=2C(=C(C=CC2F)NS(=O)(=O)CCC)F N-(3-(5-(4-tert-Butylphenyl)-1H-pyrazolo[3,4-b]pyridin-3-carbonyl)-2,4-difluorophenyl)propan-1-sulfonamid